ClC1=NC=C(C(=C1)C1=C(C=NC(=C1)C)C(=O)NC=1SC2=C(N1)CN(C2)C(=O)[C@H]2C[C@H](CCC2)OC)OC 2'-chloro-5'-methoxy-N-(5-((1R,3S)-3-methoxycyclohexane-1-carbonyl)-5,6-dihydro-4H-pyrrolo[3,4-d]thiazol-2-yl)-6-methyl-[4,4'-bipyridine]-3-carboxamide